[N+](=O)([O-])C1=CC=C(C=C1)C1=NN=C(O1)C(=O)N 5-(4-nitrophenyl)-1,3,4-oxadiazole-2-carboxamide